C(C1=CC=CC=C1)OCC1=NN(C(N1CC)=O)C1=NC(=C(C(=O)OC(C)C)C=C1F)C=COCC Isopropyl 6-(3-((benzyloxy)methyl)-4-ethyl-5-oxo-4,5-dihydro-1H-1,2,4-triazol-1-yl)-2-(2-ethoxyvinyl)-5-fluoronicotinate